CC=1C=C2C3=C(NC2=CC1)C(=NC=C3)C=C 6-methyl-1-vinyl-9H-pyrido[3,4-b]indole